COC(=O)C1C(CCC1)N1N=C(C=C1)C=O 2-(3-formyl-1H-pyrazol-1-yl)cyclopentane-1-carboxylic acid methyl ester